N[C@@H](C)C=1N(C(C2=C(C=CC=C2C1)C)=O)C1=CC=CC=C1 (S)-3-(1-Aminoethyl)-8-methyl-2-phenylisoquinoline-1(2H)-one